FC=1C=C(C=C(C1F)O[C@H]1COCC1)[C@@H]1[C@@H](C1)C=1C=NC(=NC1)C1=NC=CC=N1 cis-5-(2-(3,4-difluoro-5-(((R)-tetrahydrofuran-3-yl)oxy)phenyl)cyclopropyl)-2,2'-bipyrimidine